6-bromo-4-methoxy-2,8-dimethyl-pyrido[2,3-d]pyrimidin-7-one BrC1=CC2=C(N=C(N=C2OC)C)N(C1=O)C